COC([C@H](N(C)C(=O)OC(C)(C)C)CCOC1CCCCC1)=O.BrC1=CC(=C(C(=O)NC=2C=C3C=CC(=NC3=C(C2F)N2CCC(CC2)(F)F)O)C=C1)N1CCC2(CC2)CC1 4-bromo-N-(8-(4,4-difluoropiperidin-1-yl)-7-fluoro-2-hydroxyquinolin-6-yl)-2-(6-azaspiro[2.5]octan-6-yl)benzamide methyl-N-(tert-butoxycarbonyl)-O-cyclohexyl-N-methyl-D-homoserinate